COC(C(=O)N)C 2-methoxy-propanamide